CC1=C(N=C(S1)OCC1=CC=C(C=C1)OC)Br Methyl-4-bromo-2-((4-methoxybenzyl)oxy)thiazole